N-(benzenesulfonyl)-3-(3,4,5-trimethoxyphenyl)-1H-pyrazole-5-carboxamide C1(=CC=CC=C1)S(=O)(=O)NC(=O)C1=CC(=NN1)C1=CC(=C(C(=C1)OC)OC)OC